N-(1-(2-oxo-2,3-dihydro-1H-benzo[d]imidazol-5-yl)indolin-5-yl)acetamide O=C1NC2=C(N1)C=CC(=C2)N2CCC1=CC(=CC=C21)NC(C)=O